2-(2-aminopyridin-4-yl)-N-(6-(4-(hydroxymethyl)piperidin-1-yl)-1,3-dimethyl-1H-indazol-5-yl)oxazole-4-carboxamide NC1=NC=CC(=C1)C=1OC=C(N1)C(=O)NC=1C=C2C(=NN(C2=CC1N1CCC(CC1)CO)C)C